6-[4-ethyl-2-(4-piperazin-1-yl-1-piperidinyl)pyrimidin-5-yl]-8-methyl-imidazo[1,2-a]pyridine C(C)C1=NC(=NC=C1C=1C=C(C=2N(C1)C=CN2)C)N2CCC(CC2)N2CCNCC2